2-Deoxy-D-arabino-hexose O=CC[C@@H](O)[C@H](O)[C@H](O)CO